5-((2-(((3,3-difluorocyclobutyl)methyl)amino)cyclohexyl)(methyl)amino)-2-(2,6-dioxopiperidin-3-yl)isoindoline-1,3-dione FC1(CC(C1)CNC1C(CCCC1)N(C=1C=C2C(N(C(C2=CC1)=O)C1C(NC(CC1)=O)=O)=O)C)F